CN(C)CC1(CCCC1)CNC(=O)C1=CC2=C(S1)CCCCCC2 N-({1-[(dimethylamino)methyl]cyclopentyl}methyl)-4H,5H,6H,7H,8H,9H-cycloocta[b]thiophene-2-carboxamide